C(C(=C)C)(=O)SCCNC(CCNC([C@@H](C(COP(OP(OC[C@@H]1[C@H]([C@H]([C@@H](O1)N1C=NC=2C(N)=NC=NC12)O)OP(=O)(O)O)(=O)O)(=O)O)(C)C)O)=O)=O methacryloyl-coa